N1=CC=C(C2=CC=CC=C12)N1CCN(CC1)C(=O)[C@@H]1CN(CC1)C(=O)OC(C)(C)C (S)-tert-butyl 3-(4-(quinolin-4-yl)piperazine-1-carbonyl)pyrrolidine-1-carboxylate